COC=1C=C(C=CC1)N1C(=C2C(N(N=CC2=C1C)C=1C=C(C=CC1)CC#N)=O)C 2-(3-(6-(3-methoxyphenyl)-5,7-dimethyl-1-oxo-1H-pyrrolo[3,4-d]pyridazin-2(6H)-yl)phenyl)acetonitrile